ClC1=C(N=C(N=N1)NC1=C(C=C2CCN(CC2=C1)C)OC)NC1=C(C=CC=C1)P(C)C (2-((6-chloro-3-((6-methoxy-2-methyl-1,2,3,4-tetrahydroisoquinolin-7-yl)amino)-1,2,4-triazin-5-yl)amino)phenyl)dimethylphosphine